N1(CCNCC1)C(=O)O.C(=O)O.CN1CCNCC1 methyl-piperazine formate (piperazineformate)